1,3-dichloro-2-methylenepropane ClCC(CCl)=C